3-[(5-chloro-1H-indol-2-yl)methyl]-1-methyl-1-{1-[2-(1-methyl-1H-pyrazol-4-yl)acetyl]piperidin-3-yl}urea ClC=1C=C2C=C(NC2=CC1)CNC(N(C1CN(CCC1)C(CC=1C=NN(C1)C)=O)C)=O